C(O)([O-])=O.[Hg+] Mercury(I) Hydrogen Carbonate